methylfluorene-9-spiro-4'-piperidine CN1CCC2(CC1)C1=CC=CC=C1C=1C=CC=CC12